1'-((5-(aminomethyl)-1-(3-(methylsulfonyl)propyl)-1H-benzo[d]imidazol-2-yl)methyl)-5',6'-difluorospiro[cyclopropane-1,3'-indol]-2'-one NCC1=CC2=C(N(C(=N2)CN2C(C3(C4=CC(=C(C=C24)F)F)CC3)=O)CCCS(=O)(=O)C)C=C1